N-(6-amino-4-isopropoxy-3-pyridinyl)-6-(trifluoromethyl)pyridine-2-carboxamide NC1=CC(=C(C=N1)NC(=O)C1=NC(=CC=C1)C(F)(F)F)OC(C)C